BrC1=CC=C(C=C1)/N=N/C=1C=C2C=C(C(OC2=CC1)=O)C(=O)OCC (E)-ethyl 6-((4-bromophenyl)diazenyl)-2-oxo-2H-chromene-3-carboxylate